5-hydroxypyrazine-2-carboxylic acid tert-butyl ester C(C)(C)(C)OC(=O)C1=NC=C(N=C1)O